(E)-1-(2-(aminomethyl)-3-fluoroallyl)-5-cyclopropyl-2-(3-fluorophenyl)-1,2,6,7-tetrahydro-3H-pyrazolo[4,3-c]pyridin-3,4(5H)-dione NC/C(/CN1N(C(C=2C(N(CCC21)C2CC2)=O)=O)C2=CC(=CC=C2)F)=C\F